[C@H](C)(CC)C1N=C(C2=C(NC1=O)C=CC=C2)C(=O)OC methyl 3-((S)-sec-butyl)-2-oxo-2,3-dihydro-1H-benzo[e][1,4]diazepine-5-carboxylate